Cl[Si](O[Si](O[Si](O[Si](C1=CC=CC=C1)(C)C)(C)C)(C)C)(C)C 1-Chloro-1,1,3,3,5,5,7,7-octamethyl-7-phenyltetrasiloxan